C1(=CC=CC=2C3=CC=CC=C3CC12)COC(=O)NCC(=O)NCOC1(CC1)C(=O)OCC1=CC=CC=C1 Benzyl 1-((2-((((9H-fluorenyl)methoxy)carbonyl)amino)acetylamino)methoxy)cyclopropane-1-carboxylate